(6R,8aS)-6-[8-Amino-1-(2-fluoro-4-{1-hydroxy-1-[3-(trifluoromethyl)phenyl]ethyl}phenyl)imidazo-[1,5-a]pyrazin-3-yl]-2,2-dimethylhexahydroindolizin-3(2H)-on NC=1C=2N(C=CN1)C(=NC2C2=C(C=C(C=C2)C(C)(C2=CC(=CC=C2)C(F)(F)F)O)F)[C@H]2CN1C(C(C[C@@H]1CC2)(C)C)=O